CN(CCOC1=C(C=C(C(=C1)OC)NC1=NC=CC(=N1)C1=CN(C2=CC=CC=C12)C)N)C 4-(2-(Dimethylamino)ethoxy)-6-methoxy-N1-(4-(1-methyl-1H-indol-3-yl)pyrimidin-2-yl)benzene-1,3-diamine